[K+].C(C1=CC=CC=C1)OCC(C(=O)[O-])Cl 3-benzyloxy-2-chloropropionic acid potassium salt